7-((6-fluoropyridin-2-yl)oxy)-5-methyl-3,5-dihydro-4H-pyridazino[4,5-b]indol-4-one FC1=CC=CC(=N1)OC=1C=CC=2C3=C(N(C2C1)C)C(NN=C3)=O